8-(2-chlorophenyl)-7-(4-chlorophenyl)-1-methyl-3-[[2-(trimethylsilyl)ethoxy]methyl]purine-2,6-dione ClC1=C(C=CC=C1)C1=NC=2N(C(N(C(C2N1C1=CC=C(C=C1)Cl)=O)C)=O)COCC[Si](C)(C)C